C[C@H]1O[C@H](CN(C1)C=O)C ((2R,6S)-2,6-dimethylmorpholino)methanone